(S)-3-(5-cyano-1H-indol-1-yl)-N-(4-cyano-3-(trifluoromethyl)phenyl)-2-hydroxy-2-methylpropanamide C(#N)C=1C=C2C=CN(C2=CC1)C[C@](C(=O)NC1=CC(=C(C=C1)C#N)C(F)(F)F)(C)O